9,9-dimethyl-10-phenyl-9,10-dihydroacridine CC1(C2=CC=CC=C2N(C=2C=CC=CC12)C1=CC=CC=C1)C